2-phenyl-3,3-bis(4-cyanato-3-methylphenyl)phthalimide C1(=CC=CC=C1)C12C(C(=O)NC1=O)=CC=CC2(C2=CC(=C(C=C2)OC#N)C)C2=CC(=C(C=C2)OC#N)C